FC1=C(C(=O)N)C=C(C=C1)OC=1C(=C2C=CNC2=CC1F)C=C 2-fluoro-5-((6-fluoro-4-vinyl-1H-indol-5-yl)oxy)benzamide